FC=1C=C(C=CC1OC1=C2C(=NC=C1)NN=C2NC(CO)(C)C)NC(=O)C=2C(N(N=CC2)C2=CC=C(C=C2)F)=O N-(3-fluoro-4-((3-((1-hydroxy-2-methyl-propan-2-yl)amino)-1H-pyrazolo[3,4-b]-pyridin-4-yl)oxy)-phenyl)-2-(4-fluoro-phenyl)-3-oxo-2,3-dihydropyridazine-4-carboxamide